1-(6-Chloroimidazo[1,2-a]pyridin-3-yl)ethan-1-one ClC=1C=CC=2N(C1)C(=CN2)C(C)=O